N-(4-(5-(4-(2-azabicyclo[2.2.2]octane-2-carbonyl)phenyl)-4-amino-7-methyl-7H-pyrrolo[2,3-d]pyrimidin-6-yl)phenyl)methacrylamide C12N(CC(CC1)CC2)C(=O)C2=CC=C(C=C2)C2=C(N(C=1N=CN=C(C12)N)C)C1=CC=C(C=C1)NC(C(=C)C)=O